(R)-N-(1-(3,4-dichlorophenyl)-2-(dimethylamino)ethyl)-3-(trifluoromethyl)benzenesulfonamide ClC=1C=C(C=CC1Cl)[C@H](CN(C)C)NS(=O)(=O)C1=CC(=CC=C1)C(F)(F)F